2-vinyl-4,6-diamino-triazine C(=C)N1NC(=CC(=N1)N)N